tert-butyl (2-(2-(2,2-difluoroacetyl)-6-(4-fluorophenyl)pyridin-4-yl)propan-2-yl)carbamate FC(C(=O)C1=NC(=CC(=C1)C(C)(C)NC(OC(C)(C)C)=O)C1=CC=C(C=C1)F)F